NC=1C(=C(C=CC1NC)C1CCN(CC1)C(=O)OC(C)(C)C)F tert-butyl 4-(3-amino-2-fluoro-4-(methylamino)phenyl)piperidine-1-carboxylate